OC1OC2=C(OC1)C=CC=C2N2CCNCC2 3-Hydroxy-5-(piperazin-1-yl)-2,3-dihydro-1,4-benzodioxine